COC1=C(C(=CC=C1)OC)N1C(=NN=C1C=1OC(=CC1)C)SCP(OC(C)C)(OC(C)C)=O Dipropan-2-yl ({[4-(2,6-dimethoxyphenyl)-5-(5-methylfuran-2-yl)-4H-1,2,4-triazol-3-yl]sulfanyl}methyl)phosphonate